ClC1=C(C(=C(C=2NN=NC21)Cl)Cl)Cl 4,5,6,7-tetrachlorobenzotriazole